F[C@H]1C[C@H](CN(C1)C(=O)OC1=CC=C(C=C1)Cl)N1C(CCCC1)=O 4-chlorophenyl (3'R,5'S)-5'-fluoro-2-oxo[1,3'-bipiperidine]-1'-carboxylate